t-butyl (R)-N-piperidinylcarbamate N1(CCCCC1)NC(OC(C)(C)C)=O